NC=1C=C(C(=NC1)N1N=C(C=C1)C#CC(C)(O)C)Cl 4-(1-(5-amino-3-chloropyridin-2-yl)-1H-pyrazol-3-yl)-2-methyl-3-butyn-2-ol